C(CC)[C@@H]1CCCC[C@@H](N1C(=O)OC(C)(C)C)C(=O)OC 1-(tert-butyl) 2-methyl (2R,7R)-7-propylazepane-1,2-dicarboxylate